C(C)OCCOCCOC=1C=CC(=NC1)C[C@@H](C(=O)O)N1CCN(CCN(CCN(CC1)CC(=O)O)CC(=O)O)CC(=O)O (2S)-3-{5-[2-(2-ethoxyethoxy)ethoxy]pyridin-2-yl}-2-[4,7,10-tris(carboxymethyl)-1,4,7,10-tetra-azacyclododecan-1-yl]propanoic acid